(R)-N-(2-amino-1-(5-chlorothiophen-2-yl)ethyl)-1-(5-methyl-2-((tetrahydro-2H-pyran-4-yl)amino)pyrimidin-4-yl)-1H-imidazole-4-carboxamide NC[C@H](C=1SC(=CC1)Cl)NC(=O)C=1N=CN(C1)C1=NC(=NC=C1C)NC1CCOCC1